ClC1=CC=C(C=C1C1=C(C(=CC=C1C#N)F)F)C(CNC([O-])=O)C1=CC=CC=C1 (2-(6-chloro-6'-cyano-2',3'-difluoro-[1,1'-biphenyl]-3-yl)-2-phenylethyl)carbamate